(R)-6-chloro-N-(1-(3-(difluoromethyl)-2-fluorophenyl)ethyl)-2,2-dimethyl-2,3-dihydroimidazo[1,2-b]pyridazine-8-carboxamide ClC=1C=C(C=2N(N1)CC(N2)(C)C)C(=O)N[C@H](C)C2=C(C(=CC=C2)C(F)F)F